C(C)(C)(C)N(C(=O)OC1=CC(=NC=C1)N1N=CC=C1)N1C(C2=CC=CC=C2C12C=1C(=C3CCCNC3=CC1)OC=1C=3CCCNC3C=CC12)=O 2-(1H-pyrazol-1-yl)pyridin-4-ol tert-butyl-(3-oxo-1',2',3',4',10',11',12',13'-octahydrospiro[isoindoline-1,7'-pyrano[2,3-f:6,5-f']diquinolin]-2-yl)carbamate